O=C1NC(CCC1N1C(C2=CC=C(C=C2C1=O)N1CC(CC1)CCO)=O)=O 2-(2,6-Dioxopiperidin-3-yl)-5-[3-(2-hydroxyethyl)pyrrolidin-1-yl]isoindole-1,3-dione